Cl.ClC=1C=C(C=CC1)C1=CC=C(N1C1=C(C=CC=C1)C(F)(F)F)C1=CC=C(C(=O)NCCN(C)C)C=C1 4-[5-(3-chlorophenyl)-1-[2-(trifluoromethyl)phenyl]pyrrol-2-yl]-N-[2-(dimethylamino)ethyl]-benzamide hydrochloride